C12(CC3CC(CC(C1)C3)C2)C2N(OC(=N2)[C@H](CCCCNC(OC(C)(C)C)=O)NC(OCC2C3=CC=CC=C3C=3C=CC=CC23)=O)C (9H-fluoren-9-yl)methyl tert-butyl (S)-1-(3-adamantan-1-yl-methyl-1,2,4-oxadiazol-5-yl)pentane-1,5-diyldicarbamate